4-(thiophen-2-yl)butyric acid S1C(=CC=C1)CCCC(=O)O